OC1=C(C=C(C(=C1)C(=O)[O-])O)C(=O)[O-] 2,5-Dihydroxy-1,4-benzenedicarboxylate